N-{3-bromo-5-[N-(tert-butyldimethylsilyl)methanesulfonoimidamido]phenyl}-4-(pyridin-2-yl)thiophene-2-carboxamide BrC=1C=C(C=C(C1)N(S(=O)(=N)C)[Si](C)(C)C(C)(C)C)NC(=O)C=1SC=C(C1)C1=NC=CC=C1